FC(C1=CC=C(C=N1)C1=CC2=C(N=C(S2)N2C([C@H]3[C@H]4C=C[C@@H]([C@H]3C2=O)C4)=O)C=C1)(F)F (1R,2S,6R,7S)-4-[6-[6-(trifluoromethyl)-3-pyridinyl]-1,3-benzothiazol-2-yl]-4-azatricyclo[5.2.1.02,6]dec-8-en-3,5-dione